C(N)(=O)C1=CC(=C(C=C1)C1=CC(=CC(=C1)O)CN1[C@H](COCC1)C(=O)N[C@@H](C)C1=CC=C(C=C1)C#N)C (R)-4-((4'-carbamoyl-5-hydroxy-2'-methyl-[1,1'-biphenyl]-3-yl)methyl)-N-((S)-1-(4-cyanophenyl)ethyl)morpholine-3-carboxamide